C(CCCCCCCCCCCCCCCCC)[N+](C)(C)C.[Mo+4] molybdenum octadecyl-trimethyl-ammonium salt